C1(=CC(=CC=C1)CN1C(C=CC1=O)=O)CN1C(C=CC1=O)=O N,N'-(m-xylylene)bismaleimide